NC1=NN=NN1.[K] potassium aminotetrazole salt